C(C)(C)(C)OC(=O)NCCC1=CC=C(OCCCC(=O)[O-])C=C1 4-(4-(2-((tert-butoxycarbonyl) amino) ethyl) phenoxy)butanoate